CCCCCCCCCC(=O)SCCNC(=O)CCNC(=O)[C@@H](C(C)(C)COP(=O)(O)OP(=O)(O)OC[C@@H]1[C@H]([C@H]([C@@H](O1)N2C=NC3=C(N=CN=C32)N)O)OP(=O)(O)O)O The molecule is a medium-chain fatty acyl-CoA that results from the formal condensation of the thiol group of coenzyme A with the carboxy group of decanoic acid. It has a role as an Escherichia coli metabolite and a mouse metabolite. It derives from a decanoic acid and a coenzyme A. It is a conjugate acid of a decanoyl-CoA(4-).